(sulfooxy)azetidin S(=O)(=O)(O)ON1CCC1